1-(3,5-difluorobenzyl)-2-methyl-6-(3-vinyl-5H-pyrrolo[2,3-b]pyrazin-5-yl)-1H-imidazo[4,5-b]pyridine FC=1C=C(CN2C(=NC3=NC=C(C=C32)N3C=CC=2C3=NC(=CN2)C=C)C)C=C(C1)F